3-(7-chloro-3-oxo-2,3-dihydro-4H-benzo[b][1,4]thiazin-4-yl)propanoic acid ClC=1C=CC2=C(SCC(N2CCC(=O)O)=O)C1